N1C(N2CCNCC3=C2C1=CC=C3)=O tetrahydro-imidazolo[4,5,1-jk][1,4]-benzodiazepin-2(1H)-one